C(=C)C1(OCC(C1O)F)CO 2-ethenyl-4-fluoro-2-(hydroxymethyl)oxolan-3-ol